N-benzyl-2-(5-chloro-2-oxo-2,3-dihydro-1H-indol-1-yl)-N-methylacetamide C(C1=CC=CC=C1)N(C(CN1C(CC2=CC(=CC=C12)Cl)=O)=O)C